silver-ytterbium [Yb].[Ag]